(3-methoxythiophen-2-yl) propylmethanesulfonate C(CC)CS(=O)(=O)OC=1SC=CC1OC